(E)-3-(5-bromo-4-methylthiophen-2-yl)-4-methylpent-2-enoic acid BrC1=C(C=C(S1)/C(=C/C(=O)O)/C(C)C)C